2-(5-Bromoniothiophen-2-ylsulfanyl)-2-methylpropionic acid ethyl ester C(C)OC(C(C)(C)SC=1SC(=CC1)[BrH+])=O